4-[(1R)-1-aminoethyl]-2-{6-[(5S)-5-ethyl-6,7-dihydro-5H-pyrrolo[2,1-c][1,2,4]triazol-3-yl]pyridin-2-yl}-6-[(2R)-2-methylpyrrolidin-1-yl]-2,3-dihydro-1H-pyrrolo[3,4-c]pyridin-1-one N[C@H](C)C1=NC(=CC2=C1CN(C2=O)C2=NC(=CC=C2)C=2N1C(=NN2)CC[C@@H]1CC)N1[C@@H](CCC1)C